titanium(IV) phthalocyanine dichloride C1=CC=C2C(=C1)C3=NC4=NC(=NC5=C6C=CC=CC6=C([N-]5)N=C7C8=CC=CC=C8C(=N7)N=C2[N-]3)C9=CC=CC=C94.Cl[Ti]Cl